COC=1C=C(C=CC1OC)C=1NC2=CC=C(C=C2C1C(C)C)OCC(=O)NC1CN2CCC1CC2 2-((2-(3,4-dimethoxyphenyl)-3-isopropyl-1H-indol-5-yl)oxy)-N-((1s,4s)-quinuclidin-3-yl)acetamide